5-Amino-6-methyl-1'-((2-(trimethylsilyl)ethoxy)methyl)-1,3-dihydrospiro[indene-2,3'-pyrrolo[2,3-b]pyridin]-2'(1'h)-one NC=1C=C2CC3(C(N(C4=NC=CC=C43)COCC[Si](C)(C)C)=O)CC2=CC1C